C1(CCCCC1)C(=O)N1C(CCC2=CC=C(C=C12)CCN1CCN(CC1)C1=CC(=CC=2SC=CC21)F)=O 1-(cyclohexanecarbonyl)-7-(2-(4-(6-fluorobenzo[b]thiophen-4-yl)piperazin-1-yl)ethyl)-3,4-dihydroquinolin-2(1H)-one